4-chloro-4'-[(3-methoxyazetidin-1-yl)methyl]-7-methylspiro[1,3-benzodioxole-2,1'-cyclohexane]-6-carboxylic acid ClC1=CC(=C(C=2OC3(CCC(CC3)CN3CC(C3)OC)OC21)C)C(=O)O